BrC=1C=C(C(N(C1)CC1=CC=C(C=C1)OC)=O)C(F)(F)F 5-bromo-1-[(4-methoxyphenyl)methyl]-3-(trifluoromethyl)pyridin-2-one